C(C1=CC=CC=C1)N1C(N(C(C1=CC1=CC(=CC(=C1)O)O)=O)C1=CC=CC=C1)=[Se] 1-benzyl-5-(3,5-dihydroxybenzylidene)-3-phenyl-2-selenoxoimidazolidin-4-one